NCC=1C=C(OCCC2CN(C3=CC=CC=C3C2)C(=O)OC(C)(C)C)C=CC1C tert-butyl 3-(2-(3-(aminomethyl)-4-methylphenoxy)ethyl)-3,4-dihydroquinoline-1(2H)-carboxylate